4-(dimethylamino)benzoic acid amyl ester C(CCCC)OC(C1=CC=C(C=C1)N(C)C)=O